3-(5-(3-(4-(6-(6-((R)-2-(3-Fluorophenyl)pyrrolidin-1-yl)imidazo[1,2-b]pyridazin-3-yl)pyridin-2-yl)piperazin-1-yl)prop-1-yn-1-yl)-1-oxoisoindolin-2-yl)piperidine-2,6-dione FC=1C=C(C=CC1)[C@@H]1N(CCC1)C=1C=CC=2N(N1)C(=CN2)C2=CC=CC(=N2)N2CCN(CC2)CC#CC=2C=C1CN(C(C1=CC2)=O)C2C(NC(CC2)=O)=O